C(=O)(O)CN(CC(=O)O)CC1=C(C(=CC(=C1)C(C1=CC=CC=C1)=O)CN(CC(=O)O)CC(=O)O)O 2,6-bis[N,N-bis(carboxy-methyl)-aminomethyl]-4-benzoyl-phenol